O/C(=C(/C(=O)OCC)\C1=C(OC(C2=CC=C(C=C12)C(F)(F)F)=O)C1=NC=CC=C1)/C Ethyl (E)-3-hydroxy-2-(1-oxo-3-(pyridin-2-yl)-6-(trifluoromethyl)-1H-isochromen-4-yl)but-2-enoate